BrC1=CC=C(C=C1)N1C(C=C(C=C1C)O)=O 1-(4-bromophenyl)-4-hydroxy-6-methyl-pyridin-2-one